S(N)(=O)(=O)NCCC1CN(C1)C1=NC(=NC2=CC(=CC=C12)OC)C1=CC=CC=C1 4-(3-(2-sulfamoylaminoethyl)azetidine-1-yl)-7-methoxy-2-phenylquinazoline